NC[C@@H](CN[C@@H](CNCCO)[C@H](C)O)NCC(NC[C@@H](N(C[C@@H](CCCCCCC)C)C)CCC)C1C2CCC(C1)C2 (6S,9S,15S,18R,19R)-9-(aminomethyl)-12-(exo-bicyclo[2.2.1]heptan-2-yl)-19-hexyl-6-((S)-1-hydroxyethyl)-16,18-dimethyl-15-propyl-1-oxa-4,7,10,13,16-penta-azanonadecan